5-((p-tolyloxy)methyl)-1,3,4-thiadiazol-2-amine CC1=CC=C(C=C1)OCC2=NN=C(S2)N